1-(2-((4-fluorophenyl)amino)-5-methylpyrimidin-4-yl)-N-(1-(3-chlorophenyl)-2-hydroxyethyl)-1H-pyrrole-3-carboxamide FC1=CC=C(C=C1)NC1=NC=C(C(=N1)N1C=C(C=C1)C(=O)NC(CO)C1=CC(=CC=C1)Cl)C